COC=1C=C(OCC2=C(C(=O)OC)C=C(C=C2)Br)C=CC1OC methyl 2-[(3,4-dimethoxyphenoxy)methyl]-5-bromobenzoate